tert-butyl 6-ethynyl-6-hydroxy-2-azaspiro[3.3]heptane-2-carboxylate C(#C)C1(CC2(CN(C2)C(=O)OC(C)(C)C)C1)O